C1(C(C(C2C(C(C(C=C12)=O)=O)=O)=O)=O)=O indene-hexaone